C(#N)C1=C(C2=C(CN(C[C@H]2C2=C(C(=CC=C2)F)C=2C(=NN(C2)C)C(F)(F)F)C(CP(OCC)(OCC)=O)=O)S1)C diethyl (S)-(2-(2-cyano-4-(3-fluoro-2-(1-methyl-3-(trifluoromethyl)-1H-pyrazol-4-yl)phenyl)-3-methyl-4,7-dihydrothieno[2,3-c]pyridin-6(5H)-yl)-2-oxoethyl)phosphonate